(R)-2-amino-3-[(6-fluoro-7-methyl-thieno[3,2-b]pyridine-2-carbonyl)amino]propanoic acid N[C@@H](C(=O)O)CNC(=O)C1=CC2=NC=C(C(=C2S1)C)F